C1(CC1)C1=CC=C(C(=N1)C(F)(F)F)S(=O)(=O)N1CC2(C1)CN(C2)CC2CCOCC2 2-((6-cyclopropyl-2-(trifluoromethyl)pyridin-3-yl)sulfonyl)-6-((tetrahydro-2H-pyran-4-yl)methyl)-2,6-diazaspiro[3.3]heptane